(R)-N-(8,9-Difluoro-6-oxo-1,4,5,6-tetrahydro-2H-pyrano[3,4-c]isoquinolin-1-yl)-3-fluoro-N,4-dimethylbenzamide FC=1C(=CC=2C3=C(NC(C2C1)=O)COC[C@@H]3N(C(C3=CC(=C(C=C3)C)F)=O)C)F